BrC=1C=C(C=C(C1O)Br)C(C)(C)C1=CC(=C(C(=C1)Br)O)Br 2,2-Bis(3,5-Dibromo-4-hydroxyphenyl)propan